CNC(CCC(=O)N)=O N-methyl-butanediamide